FC(S(=O)(=O)OC=1C(=NC(=CC1)OC(C)C)[N+](=O)[O-])(F)F 6-isopropoxy-2-nitropyridin-3-yl trifluoromethanesulfonate